CN1C([C@H](COC2=C1C=CC=C2)NC(=O)C2=NN1C(C(NCC1)C1=CC=CC=C1)=N2)=O N-[(3S)-5-methyl-4-oxo-2,3-dihydro-1,5-benzoxazepin-3-yl]-8-phenyl-5,6,7,8-tetrahydro-[1,2,4]triazolo[1,5-a]pyrazine-2-carboxamide